5-METHYLPROLINE CC1CC[C@H](N1)C(=O)O